FC1=C(C=CC(=C1)F)/C=C/C(=O)NN1C(=C(C(C=C1)=C=O)O)C (trans)-3-(2,4-difluorophenyl)-N-(3-hydroxy-2-methyl-4-carbonylpyridin-1(4H)-yl)acrylamide